2,6-difluoro-N-(4-(1-phenylethyl)thiazol-2-yl)-4-(piperazin-1-yl)benzamide FC1=C(C(=O)NC=2SC=C(N2)C(C)C2=CC=CC=C2)C(=CC(=C1)N1CCNCC1)F